ethyl 7-cyanoimidazo[1,2-a]pyridine-3-carboxylate C(#N)C1=CC=2N(C=C1)C(=CN2)C(=O)OCC